(E)-N'-(3-bromo-6-chloropyridine-2-yl)-N-hydroxyacetamidine BrC=1C(=NC(=CC1)Cl)/N=C(\C)/NO